2-(3-methyltetrahydrofuran-3-yl)-6-(3-pyridinyl)-N3-tetrahydrofuran-3-ylpyridine-2,3-diamine CC1(COCC1)C1(NC(=CC=C1NC1COCC1)C=1C=NC=CC1)N